copper(I) chloride [Cu]Cl